C(CCCCCCC)C1CCCCC1CCCCCCC 4-octyl-5-heptylcyclohexane